O1C(CCCC1)OCCCOCO (3-((tetrahydro-2H-pyran-2-yl)oxy)propoxy)methanol